C(CC1=CC=CC=C1)NS(=O)(=O)C N-phenethylmethanesulfonamide